(1R,2S,5S)-3-((R)-2-hydroxy-2-(2-methoxyphenyl)acetyl)-6,6-dimethyl-N-((S)-3-oxo-1-((S)-2-oxopyrrolidin-3-yl)-4-(trifluoromethoxy)butan-2-yl)-3-azabicyclo[3.1.0]hexane-2-carboxamide O[C@@H](C(=O)N1[C@@H]([C@H]2C([C@H]2C1)(C)C)C(=O)N[C@@H](C[C@H]1C(NCC1)=O)C(COC(F)(F)F)=O)C1=C(C=CC=C1)OC